hexylene glycol furandicarboxylate O1C(=C(C=C1)C(=O)O)C(=O)O.C(CCCCCO)O